ClC1=C2C(=NC=C1)N(C=C2)CC=2N=NN(C2)C2=C(C(=O)NCCCN1CCOCC1)C=CC=C2 (4-((4-chloro-1H-pyrrolo[2,3-b]pyridin-1-yl)methyl)-1H-1,2,3-triazol-1-yl)-N-(3-morpholinopropyl)benzamide